N-methyl-N-phenyl-dithiocarbamate CN(C([S-])=S)C1=CC=CC=C1